4-[2-fluoro-5-[3-(6-methyl-2-pyridyl)-1H-pyrazol-4-yl]phenyl]-1H-pyrazol-1-ethanol FC1=C(C=C(C=C1)C=1C(=NNC1)C1=NC(=CC=C1)C)C=1C=NN(C1)CCO